ClC1=C(C(=O)N2C(N(CC2)C(=O)N[C@@H](C(=O)NC2B(OC3=C(C2)C=CC=C3C(=O)O)O)C3=CC=C(C=C3)P(=O)(O)O)=O)C=CC(=C1O)O 3-((R)-2-(3-(2-chloro-3,4-dihydroxybenzoyl)-2-oxoimidazolidine-1-carboxamido)-2-(4-phosphonophenyl)acetamido)-2-hydroxy-3,4-dihydro-2H-benzo[e][1,2]oxaborinine-8-carboxylic acid